tert-butyl-((2-(azetidin-1-ylsulfonyl)-4-(chloromethyl) phenoxy) methyl) piperidine-1-carboxylate N1(CCCCC1)C(=O)OC(OC1=C(C=C(C=C1)CCl)S(=O)(=O)N1CCC1)C(C)(C)C